FC1=CC=C(CNC)C=C1 4-fluoro-N-methylbenzylamine